10'-(2-(benzyloxy)ethyl)-11'-oxo-3',4',7',8',10',11'-hexahydrospiro[cyclopropane-1,9'-pyrido[4',3':3,4]pyrazolo[1,5-a][1,4]diazepine] C(C1=CC=CC=C1)OCCN1C(C=2N(CCC13CC3)N=C3C2C=NCC3)=O